C(C)N1N=C(C(=C1)C(=O)OCC1=CC=CC=C1)C=1C(=NC(=CC1)NCCC)F Benzyl 1-ethyl-3-[2-fluoro-6-(propylamino) pyridin-3-yl]pyrazole-4-carboxylate